NC1=NC=CC=C1C1=NC=2C(=NC(=CC2)N(C([2H])([2H])[2H])C([2H])([2H])[2H])N1C1=CC=C(C=C1)CO (4-(2-(2-Aminopyridin-3-yl)-5-(bis(methyl-d3)amino)-3H-imidazo[4,5-b]pyridin-3-yl)phenyl)methanol